2-amino-N-((3R,4S)-3-hydroxytetrahydro-2H-pyran-4-yl)-3-methyl-N-((5-(trifluoromethyl)-2-pyridinyl)methyl)-6-quinolinecarboxamide NC1=NC2=CC=C(C=C2C=C1C)C(=O)N(CC1=NC=C(C=C1)C(F)(F)F)[C@@H]1[C@H](COCC1)O